FC=1C=C2C(=NC1OC)SC(=N2)C2=C1N=CC(=NC1=CC(=C2)C)COC 6-fluoro-5-methoxy-2-(2-(methoxymethyl)-7-methylquinoxalin-5-yl)thiazolo[5,4-b]pyridine